(2-(fluoranthen-3-yl)phenyl)boronic acid C1=CC(=C2C=CC=C3C4=CC=CC=C4C1=C23)C2=C(C=CC=C2)B(O)O